COCC(C(C)C)=O 1-methoxy-3-methylbutane-2-one